COC(=O)C1=CC(=C2C=NNC2=C1OS(=O)(=O)C(F)(F)F)C1CCCC1 4-cyclopentyl-7-(trifluoromethanesulfonyl-oxy)-1H-indazole-6-carboxylic acid methyl ester